ClC=1C=C(C=CC1Cl)C1CN(CC(C1)(F)F)C(=O)OC(C)(C)C tert-butyl 3-(3,4-dichlorophenyl)-5,5-difluoropiperidine-1-carboxylate